BrC=1N=C(C=NC1)OCC(F)F 5-bromo-3-(2,2-difluoroethoxy)pyrazin